[5-[tert-butyl (dimethyl) silyl] oxy-4-[tert-butyl (diphenyl) silyl] oxy-pentyl] benzoate C(C1=CC=CC=C1)(=O)OCCCC(CO[Si](C)(C)C(C)(C)C)O[Si](C1=CC=CC=C1)(C1=CC=CC=C1)C(C)(C)C